C1OCC12CC(C2)COC2=NN=C(S2)N 5-((2-oxaspiro(3.3)heptan-6-yl)methoxy)-1,3,4-thiadiazol-2-amine